FC=1C(=C(C=CC1C(=O)O)C1=CC=C(C=C1)C(=O)O)F Difluoro-4,4'-biphenyl-dicarboxylic acid